6-(5-fluoro-2-methylphenyl)-N-((6-((tetrahydro-2H-pyran-4-yl)methyl)-4,5,6,7-tetrahydrothieno[2,3-c]pyridin-3-yl)methyl)pyridazin-3-amine FC=1C=CC(=C(C1)C1=CC=C(N=N1)NCC1=CSC=2CN(CCC21)CC2CCOCC2)C